3-(2-chlorobenzyl)-2,9-dimethyl-4H,6H-thieno[2,3-e][1,2,4]triazolo[3,4-c][1,4]oxazepine ClC1=C(CC2=C(SC=3N4C(COCC32)=NN=C4C)C)C=CC=C1